ClC=1C=C2CN(CC2=CC1)C1=NC=2N(C(=C1)C=1C=NNC1)N=C(C2C(C)C)C(=O)NC2=CC=C(C=C2)N2CCOCC2 5-(5-chloroisoindolin-2-yl)-3-isopropyl-N-(4-morpholinophenyl)-7-(1H-pyrazol-4-yl)pyrazolo[1,5-a]pyrimidine-2-carboxamide